C1(=CC=CC=C1)C(=[Hf](C1C2=CC(=CC=C2C=2C=CC(=CC12)C(C)(C)C)C(C)(C)C)C1C=CC=C1)CCCCC=C (phenyl)(5-hexen-1-yl)methylene(cyclopentadienyl)(2,7-di-tert-butylfluoren-9-yl)hafnium